5-fluoro-4-(6-fluoro-1,2,3,4-tetrahydrobenzo[4,5]imidazo[1,2-a]pyridin-8-yl)-N-(5-(4-methylpiperazin-1-yl)pyridin-2-yl)pyrimidin-2-amine FC=1C(=NC(=NC1)NC1=NC=C(C=C1)N1CCN(CC1)C)C1=CC2=C(N=C3N2CCCC3)C(=C1)F